C(=O)(OCC1=CC=CC=C1)NCCC(=O)O N-CBZ-beta-alanine